4-(2-(2-(2-((3-methoxypropyl)amino)-2-oxoethyl)-5-methyl-1,2,3,4-tetrahydroisoquinolin-7-yl)-5H-pyrrolo[2,3-b]pyrazin-7-yl)-N,N,2-trimethylbenzamide COCCCNC(CN1CC2=CC(=CC(=C2CC1)C)C=1N=C2C(=NC1)NC=C2C2=CC(=C(C(=O)N(C)C)C=C2)C)=O